2,2-bis(trifluoromethanesulfonyl-oxy)-1,1-biphenyl FC(S(=O)(=O)OC1(C(=CC=CC1)C1=CC=CC=C1)OS(=O)(=O)C(F)(F)F)(F)F